C(C)(=O)OCOP(=O)(OC1=C(C(=CC(=C1)CCCCC)O)C1CCCC(=C1)C)CC1=CC=CC=C1 ((benzyl((6-hydroxy-5'-methyl-4-pentyl-1',2',3',4'-tetrahydro-[1,1'-biphenyl]-2-yl)oxy)phosphoryl)oxy)methyl acetate